1-(5-(2-amino-7-bromo-1H-benzo[d]imidazole-4-carbonyl)-2-(4-isopropylphenyl)-2,3,4,5,5a,6,8,9-octahydro-7H-1,2,5,7-tetraazabenzo[cd]azulen-7-yl)prop-2-en-1-one NC1=NC2=C(N1)C(=CC=C2C(=O)N2CCC=1N(N=C3CCN(CC2C13)C(C=C)=O)C1=CC=C(C=C1)C(C)C)Br